DECANYL-COA C(CCCCCCCCC)SCCNC(CCNC([C@@H](C(COP(OP(OC[C@@H]1[C@H]([C@H]([C@@H](O1)N1C=NC=2C(N)=NC=NC12)O)OP(=O)(O)O)(=O)O)(=O)O)(C)C)O)=O)=O